(R)-N-(2-methyl-4-(N-(1-(piperidin-4-yl)ethyl)sulfamoyl)phenyl)bicyclo[2.2.2]octane-1-carboxamide hydrochloride Cl.CC1=C(C=CC(=C1)S(N[C@H](C)C1CCNCC1)(=O)=O)NC(=O)C12CCC(CC1)CC2